C(C)(C)(C)OC(=O)N1CCC(CC1)N1N=C(C(=C1)[N+](=O)[O-])C 4-(3-methyl-4-nitro-1H-pyrazol-1-yl)piperidine-1-carboxylic acid tert-butyl ester